C(C)(C)(C)[Si](C)(C)OC1CC(C1)C1=C(C=CC=C1)C1CC1 tert-butyl-[3-(2-cyclopropylphenyl)cyclobutoxy]-dimethyl-silane